2-[6-chloro-3-(ethylsulfonyl)pyridin-2-yl]-3-methyl-6-(trifluoromethyl)-3H-imidazo[4,5-c]pyridine-4-carbonitrile ClC1=CC=C(C(=N1)C1=NC2=C(C(=NC(=C2)C(F)(F)F)C#N)N1C)S(=O)(=O)CC